tert-butyl (R)-((3-(2-(4-cyano-2-methoxyphenoxy)-4-methyl-5-(trifluoromethyl)nicotinamido)phenyl)(methyl)(oxo)-λ6-sulfaneylidene)carbamate C(#N)C1=CC(=C(OC2=C(C(=O)NC=3C=C(C=CC3)[S@](=O)(C)=NC(OC(C)(C)C)=O)C(=C(C=N2)C(F)(F)F)C)C=C1)OC